N-[3-(Trimethoxysilyl)propyl]butan-1-amin CO[Si](CCCNCCCC)(OC)OC